ClC1=NC=2N(C(=C1C1=C(C=C(C=C1F)I)F)N[C@H](C)C(C)C)N=CN2 (R)-5-chloro-6-(2,6-difluoro-4-iodophenyl)-N-(3-methylbutan-2-yl)-[1,2,4]Triazolo[1,5-a]Pyrimidin-7-amine